1-(4-(2-cyclopropylbenzyl)piperazin-1-yl)-3-(3,5-dimethyl-1-(3-methyl-[1,2,4]triazolo[4,3-b]pyridazin-6-yl)-1H-pyrazol-4-yl)propan-1-one C1(CC1)C1=C(CN2CCN(CC2)C(CCC=2C(=NN(C2C)C=2C=CC=3N(N2)C(=NN3)C)C)=O)C=CC=C1